(E)-N-Cyclopentyl-4-((R)-3-((5-((Z)-4,4,4-trifluoro-1-(3-fluoro-1H-indazol-5-yl)-2-phenylbut-1-en-1-yl)pyridin-2-yl)oxy)piperidin-1-yl)but-2-enamide C1(CCCC1)NC(\C=C\CN1C[C@@H](CCC1)OC1=NC=C(C=C1)\C(=C(\CC(F)(F)F)/C1=CC=CC=C1)\C=1C=C2C(=NNC2=CC1)F)=O